CC(C)(C)S(=O)(=O)Br 2-methyl-2-propanesulfonyl bromide